ClC1=C(C=CC2=C1C(=N[C@H](C(N2)=N)C)C2=NC(=CC=C2Cl)OC)C(F)(F)F (3S)-6-chloro-5-(3-chloro-6-methoxy-2-pyridinyl)-3-methyl-7-(trifluoromethyl)-1,3-dihydro-1,4-benzodiazepine-2-Imine